C(C)(C)(C)OC(N[C@H](CO)C1=CC(=C(C=C1)Cl)F)=O (S)-(1-(4-chloro-3-fluorophenyl)-2-hydroxyethyl)carbamic acid tert-butyl ester